2-(4-ethylphenyl)-3-phenyl-isoxazoline diethyl-2-acetamido-2-(2,2,2-trifluoroethyl)propanedioate C(C)OC(C(C(=O)OCC)(CC(F)(F)F)NC(C)=O)=O.C(C)C1=CC=C(C=C1)N1OCCC1C1=CC=CC=C1